OCC=1C=C2CN(C(C2=CC1)=O)C 5-(hydroxymethyl)-2-methylisoindol-1-one